C(=O)(OCC1=CC=CC=C1)N[C@@H](CCCCN)C(=O)[NH-] carbobenzoxylysyl-amide